BrC1=C(C=C(C=C1)C(C)(C)C)I 1-Bromo-4-tert-butyl-2-iodo-benzene